OC1CC(N(C1)CC(=O)O)=O 2-(4-hydroxy-2-oxopyrrolidin-1-yl)acetic acid